3-(1'-((1H-pyrrolo[2,3-b]pyridin-5-yl)methyl)-6-oxo-6,8-dihydro-2H,7H-spiro[furo[2,3-e]isoindole-3,4'-piperidin]-7-yl)piperidine-2,6-dione N1C=CC=2C1=NC=C(C2)CN2CCC1(CC2)COC2=C3CN(C(C3=CC=C21)=O)C2C(NC(CC2)=O)=O